BrC1=C(C(=CC(=C1)C)Br)N(C(=O)NC)CC1=CC=C(C=C1)OC N-(2,6-dibromo-4-methylphenyl)-N-(4-methoxybenzyl)-N'-methylurea